1,2,3,4-tetrahydro-1,3-dioxa-2-phospha-Naphthalene-2-oxide O1P(OCC2=CC=CC=C12)=O